1,2-diiodoperfluorobutane IC(C(C(C(F)(F)F)(F)F)(I)F)(F)F